COC1=CC=C(C=N1)CN(C(OCC1CCNCC1)=O)C piperidin-4-ylmethyl ((6-methoxypyridin-3-yl)methyl)(methyl)carbamate